N[C@H]1C[C@H](C1)C(=O)NC cis-(1s,3s)-3-amino-N-methylcyclobutane-1-carboxamide